CN(C=1C=C(OCCC(=O)O)C=CC1)C 3-[3-(DIMETHYLAMINO)PHENOXY]PROPANOIC ACID